C(=O)(O)CCOCC(COCCC(=O)O)NC(CC1=CC=C(C=C1)C=1N=NC(=NN1)C)=O 3-[3-(2-carboxyethoxy)-2-{2-[4-(6-methyl-1,2,4,5-tetrazin-3-yl)phenyl]acetamido}propoxy]propanoic acid